(4S)-7-chloro-6-(3-fluoro-2-pyridinyl)-1,4-dimethyl-N-[(2R)-2-hydroxypropyl]-8-(trifluoromethyl)-4H-imidazo[1,2-a][1,4]benzodiazepine-2-Carboxamide ClC1=C(C=CC2=C1C(=N[C@H](C=1N2C(=C(N1)C(=O)NC[C@@H](C)O)C)C)C1=NC=CC=C1F)C(F)(F)F